BrC=1C=CC2=C(C(=NCC=3N2C=C(N3)C(=O)OCC)C3=C(C=CC=C3F)F)C1Cl ethyl 8-bromo-7-chloro-6-(2,6-difluorophenyl)-4H-benzo[f]imidazo[1,2-a][1,4]diazepine-2-carboxylate